CC(C(=O)N1N=CC2=CC3=C(C=C12)C(=C(N3C3=CC=C(C=C3)F)C(COC)(C)C)C3=CC=C(C(=O)OCC)C=C3)(C)C ethyl 4-[1-(2,2-dimethylpropanoyl)-5-(4-fluorophenyl)-6-(2-methoxy-1,1-dimethyl-ethyl)pyrrolo[2,3-f]indazol-7-yl]benzoate